N,N-dimethyl-4'-{[trans-4-{[4-(pentafluoro-λ6-sulfanyl)phenyl]Amino}cyclohexyl]sulfonimidoyl}-[1,1'-biphenyl]-4-carboxamide CN(C(=O)C1=CC=C(C=C1)C1=CC=C(C=C1)S(=O)(=N)[C@@H]1CC[C@H](CC1)NC1=CC=C(C=C1)S(F)(F)(F)(F)F)C